8-amino-1,2,3,5,6,7-hexahydro-s-indacen NC=1C=2CCCC2C=C2CCCC12